ClC=1C=C(C=C(C1CC1=C(C(=C(C=C1)O)C(C)C)F)Cl)/C=C(/C(=O)OC)\C methyl (E)-3-(3,5-dichloro-4-(2-fluoro-4-hydroxy-3-isopropylbenzyl)phenyl)-2-methylacrylate